C(C1=CC=CC=C1)OCC1(C(C1)C(=O)OCC)COCC1=CC=CC=C1 ethyl 2,2-bis((benzyloxy)methyl)cyclopropane-1-carboxylate